(3,5-dimethylphenyl)dimethylsilanol CC=1C=C(C=C(C1)C)[Si](O)(C)C